ClC1=CC(=NC(=N1)C1=CC=CC=C1)NC1=NC=CC(=C1)OC(F)(F)F 6-chloro-2-phenyl-N-(4-(trifluoromethoxy)pyridin-2-yl)pyrimidin-4-amine